ClC=1C(=C(NC2=C(NC3=C2C(NCC3)=O)C3=C(C=NC=C3)OC[C@@H]3N(CC3)CC(F)(F)F)C=CC1)OC 3-(3-chloro-2-methoxyanilino)-2-(3-{[(2R)-1-(2,2,2-trifluoroethyl)azetidin-2-yl]methoxy}pyridin-4-yl)-1,5,6,7-tetrahydro-4H-pyrrolo[3,2-c]pyridin-4-one